Z-2-mercapto-3,4-dimethyl-2,3-dihydrothiophene SC1SC=C(C1C)C